F[C@@H]1[C@@H](C[C@]2(C=C[C@@H]1N2)C)N(C=2N=NC(=CN2)C2=C(C=C(C=C2)C2=CC(=NC=C2)OC)O)C 2-(3-(((1S,3R,4S,5S)-4-fluoro-1-methyl-8-azabicyclo[3.2.1]oct-6-en-3-yl)(methyl)amino)-1,2,4-triazin-6-yl)-5-(2-methoxypyridin-4-yl)phenol